FC=1C(=NC(=NC1)NC1=CC(=CC=C1)OCCN(C)C)NC1=CC=C(C=C1)C(C(=C)C)=O 1-(4-(5-fluoro-2-(3-(2-dimethylaminoethoxy)phenylamino)pyrimidin-4-ylamino)phenyl)-2-methylprop-2-en-1-one